C(C)(=O)OCC=1NC(=C(C(C1C(=O)OCC)C1=C(C(=CC=C1)F)C1CC1)C(=O)OC)CF 3-ethyl 5-methyl 2-(acetoxymethyl)-4-(2-cyclopropyl-3-fluorophenyl)-6-(fluoromethyl)-1,4-dihydropyridine-3,5-dicarboxylate